Tert-butyl 2-(2,2-difluorocyclopropane-1-carbonyl)-7-(hydroxymethyl)-2,6-diazaspiro[3.6]-decane-6-carboxylate FC1(C(C1)C(=O)N1CC2(C1)CN(C(CCC2)CO)C(=O)OC(C)(C)C)F